(S)-(2,7-dimethyl-3-(1-methyl-5-(trifluoromethyl)-1H-pyrazol-4-yl)-2,4,5,7-tetrahydro-6H-pyrazolo[3,4-c]Pyridin-6-yl)(6-fluoro-2-methylquinolin-4-yl)methanone CN1N=C2[C@@H](N(CCC2=C1C=1C=NN(C1C(F)(F)F)C)C(=O)C1=CC(=NC2=CC=C(C=C12)F)C)C